5-[[5-(4-bromophenyl)tetrazol-2-yl]methyl]-N-[4-chloro-2-methyl-6-(methylcarbamoyl)phenyl]-2-(2,2-difluoroethyl)pyrazole-3-carboxamide BrC1=CC=C(C=C1)C=1N=NN(N1)CC=1C=C(N(N1)CC(F)F)C(=O)NC1=C(C=C(C=C1C(NC)=O)Cl)C